tert-butyl 4-(6-{[(tert-butyldimethylsilyl)oxy]methyl}pyrimidine-4-carbonyl)-3,3-dimethylpiperazine-1-carboxylate [Si](C)(C)(C(C)(C)C)OCC1=CC(=NC=N1)C(=O)N1C(CN(CC1)C(=O)OC(C)(C)C)(C)C